[N+](=O)([O-])CC(C1=CC=CC=C1)C1=C(NC2=CC=CC=C12)C=1C=C(C=CC1)B(O)O (3-(3-(2-nitro-1-phenylethyl)-1H-indol-2-yl)phenyl)boronic acid